5-(((3-hydroxy-1,1-dioxidothietan-3-yl)methyl)amino)-3-methyl-8-(4-(trifluoromethyl)phenyl)pyrido[4,3-d]pyrimidin-4(3H)-one OC1(CS(C1)(=O)=O)CNC1=NC=C(C=2N=CN(C(C21)=O)C)C2=CC=C(C=C2)C(F)(F)F